bis[2-(3-tert-butylphenyl)-4-tert-butylphenyl]pyridine C(C)(C)(C)C=1C=C(C=CC1)C1=C(C=CC(=C1)C(C)(C)C)C=1C(=NC=CC1)C1=C(C=C(C=C1)C(C)(C)C)C1=CC(=CC=C1)C(C)(C)C